2-(2,6-dioxopiperidin-3-yl)-5-(4-hydroxy-1-((2-(pyrrolidin-1-yl)pyrimidin-5-yl)methyl)piperidin-4-yl)isoindoline-1,3-dione O=C1NC(CCC1N1C(C2=CC=C(C=C2C1=O)C1(CCN(CC1)CC=1C=NC(=NC1)N1CCCC1)O)=O)=O